C(CCCCCCCCCCCCCCCCC)(=O)O.C(CCCCCCCCCCCCCCCCC)(=O)O.C(CCCCCCCCCCCCCCCCC)(=O)O.C(CCCCCCCCCCCCCCCCC)(=O)O.CC(C)CCC[C@@H](C)[C@H]1CC[C@H]2[C@@H]3CC=C4C[C@@H](O)CC[C@]4(C)[C@H]3CC[C@]12C cholesterol tetrastearate